2-amino-2-adamantanecarboxylic acid NC1(C2CC3CC(CC1C3)C2)C(=O)O